(3-(3-((2,6-dioxopiperidin-3-yl)(methyl)carbamoyl)phenyl)propyl)picolinamide O=C1NC(CCC1N(C(=O)C=1C=C(C=CC1)CCCC=1C(=NC=CC1)C(=O)N)C)=O